FC1=C(C(=O)N2CCN(CC2)CC2=CC=C(C=N2)N2C(NC(CC2)=O)=O)C=C(C=C1)CC1=NNC(C2=CC=CC=C12)=O 1-(6-((4-(2-fluoro-5-((4-oxo-3,4-dihydrophthalazin-1-yl)methyl)benzoyl)piperazin-1-yl)methyl)pyridin-3-yl)dihydropyrimidine-2,4(1H,3H)-dione